C[Si](OC)(OC)CCCOCC1CO1 methyl-gamma-glycidoxypropyl-dimethoxysilane